BrC1=C(N)C(=CC(=C1)[N+](=O)[O-])OCC 2-bromo-6-ethoxy-4-nitroaniline